nickel manganese silicon chromium [Cr].[Si].[Mn].[Ni]